2-((5-isobutyl-1-(trans-4-(trifluoromethyl)cyclohexyl)-1H-pyrazol-3-yl)amino)-5-(thiophen-2-yl)nicotinic acid C(C(C)C)C1=CC(=NN1[C@@H]1CC[C@H](CC1)C(F)(F)F)NC1=C(C(=O)O)C=C(C=N1)C=1SC=CC1